4-[5-(2-methoxy-ethoxy)-benzimidazol-1-yl]-phenylamine COCCOC1=CC2=C(N(C=N2)C2=CC=C(C=C2)N)C=C1